4-(2-(1-Ethyl-3-(trifluoromethyl)-1H-pyrazol-4-yl)-4-methylphenyl)-4,5,6,7-tetrahydrothieno[2,3-c]pyridine-2-carbonitrile C(C)N1N=C(C(=C1)C1=C(C=CC(=C1)C)C1C2=C(CNC1)SC(=C2)C#N)C(F)(F)F